6-Chloro-3-{1-[2-(4,4-difluoro-1-piperidyl)-3,6-dimethyl-4-oxo-1,4a-diaza-8-naphthyl]ethylamino}-2-pyridinecarboxylic acid ClC1=CC=C(C(=N1)C(=O)O)NC(C)C1=CC(=CN2C(C(=C(N=C12)N1CCC(CC1)(F)F)C)=O)C